C(C)(C)(C)OC(=O)N(CC1CCC1)CC=1C=CC=2N(C1)C=C(N2)CN2N=NC(=C2)C=2C=C(C=NC2)N2CCN(CC2)C(=O)OC(C)(C)C Tert-butyl 4-(5-(1-((6-(((tert-butoxycarbonyl)(cyclobutylmethyl)amino)methyl)imidazo[1,2-a]pyridin-2-yl)methyl)-1H-1,2,3-triazol-4-yl)pyridin-3-yl)piperazine-1-carboxylate